C1(=CC=CC=C1)NC1=C(C=CC=C1)C=1C=NC=CC1 N-phenyl-2-(pyridine-3-yl)aniline